1-(6-(4-Fluoro-1H-pyrazol-1-yl)pyridin-3-yl)propan-1-one FC=1C=NN(C1)C1=CC=C(C=N1)C(CC)=O